C(C)(=O)NC=1SC2=C(N1)C1=CC=CC=C1C=C2 acetamido-naphtho[1,2-d]thiazole